NCCNCCCO[Si](OCC)(OCC)C1=CC=CC=C1 (aminoethylaminomethyl)phenyl-Triethoxysilane